(R)-8-(ethylsulfonyl)-3-(2-(4-(p-tolyl)piperazin-1-yl)ethyl)-2-oxa-8-azaspiro[4.5]decan-1-one C(C)S(=O)(=O)N1CCC2(C[C@@H](OC2=O)CCN2CCN(CC2)C2=CC=C(C=C2)C)CC1